C(C1=CC=C(C(=O)O)C=C1)(=O)O.CC(C)C 2-methylpropan Terephthalate